6-bromo-2-ethyl-1H-benzo[de]isoquinoline-1,3(2H)-dithione BrC=1C=CC=2C(N(C(C3=CC=CC1C23)=S)CC)=S